(4-{[2-(cyclopropanecarboxamido)pyridin-4-yl]oxy}-3-fluorophenyl)-1-(2-trifluoromethoxyphenyl)-1H-imidazole-4-carboxamide C1(CC1)C(=O)NC1=NC=CC(=C1)OC1=C(C=C(C=C1)C=1N(C=C(N1)C(=O)N)C1=C(C=CC=C1)OC(F)(F)F)F